(R)-(4-fluorophenyl)(8-methyl-3-(3-methyl-1,2,4-thiadiazol-5-yl)-1-(trifluoromethyl)-5,6-dihydroimidazo[1,5-a]pyrazin-7(8H)-yl)methanone FC1=CC=C(C=C1)C(=O)N1[C@@H](C=2N(CC1)C(=NC2C(F)(F)F)C2=NC(=NS2)C)C